COC1=C(C(=CC=C1)OC)N1C(=NN=C1C=1C=NC=C(C1)C)NS(=O)(=O)[C@H]([C@H](OC)C1=NC=C(C=N1)F)C (1R,2S)-N-(4-(2,6-dimethoxyphenyl)-5-(5-methyl-3-pyridinyl)-4H-1,2,4-triazol-3-yl)-1-(5-fluoro-2-pyrimidinyl)-1-methoxy-2-propanesulfonamide